(2S,4R)-1-((S)-3,3-dimethyl-2-(12-oxododecanamido)butanoyl)-4-hydroxy-N-((S)-1-(4-(4-methylthiazol-5-yl)phenyl)ethyl)pyrrolidine-2-carboxamide CC([C@@H](C(=O)N1[C@@H](C[C@H](C1)O)C(=O)N[C@@H](C)C1=CC=C(C=C1)C1=C(N=CS1)C)NC(CCCCCCCCCCC=O)=O)(C)C